triiodopyrazole-potassium salt [K].IC1=C(C(=NN1)I)I